NC=1C(=C(C(=O)C=2C=C3C(N(C=NC3=CC2)C2COC3(C2)CCN(CC3)C(=O)OC(C)(C)C)=O)C(=CC1)F)F tert-butyl 3-[6-(3-amino-2,6-difluoro-benzoyl)-4-oxo-quinazolin-3-yl]-1-oxa-8-azaspiro[4.5]decane-8-carboxylate